ClC1=CC=C(C(=N1)C(=O)O)N[C@H](C)C1=C2N=C(C(=NC2=CC(=C1)C)C#N)N1C(CN(CC1)C1=C(C=CC=C1)C#N)C 6-chloro-3-(((1R)-1-(2-cyano-3-(4-(2-cyanophenyl)-2-methylpiperazin-1-yl)-7-methylquinoxalin-5-yl)ethyl)amino)picolinic acid